N1(N=CC=C1)C1=CC=C(C=N1)OC1=CC=C(C=C1)C(C)(C)C1=CC=C(OC2CC(C2)N)C=C1 (1s,3s)-3-(4-(2-(4-((6-(1H-pyrazol-1-yl)pyridin-3-yl)oxy)phenyl)propan-2-yl)Phenoxy)cyclobutylamine